8-(2,4-difluorophenyl)-6-(2,2-dimethyl-6-(1-methyl-1H-pyrazol-4-yl)morpholino)-2,3-dimethylpyrimido[5,4-d]pyrimidin-4(3H)-one FC1=C(C=CC(=C1)F)C1=NC(=NC2=C1N=C(N(C2=O)C)C)N2CC(OC(C2)C=2C=NN(C2)C)(C)C